2-bromo-2',3',3',4',7'-pentamethyl-2',3'-dihydrospiro-[fluorene-9,1'-indene] BrC1=CC2=C(C=C1)C1=CC=CC=C1C21C(C(C2=C(C=CC(=C12)C)C)(C)C)C